ClC1=CC=2C3=C(N=C(C2C=C1)N(C1=CC(=CC(=C1)C#CC1(CC1)C(F)(F)F)F)CC(F)F)N=NN3C 8-chloro-N-(2,2-difluoroethyl)-N-(3-fluoro-5-((1-(trifluoromethyl)cyclopropyl)ethynyl)phenyl)-1-methyl-1H-[1,2,3]triazolo[4,5-c]isoquinolin-5-amine